C(C=C)(=O)OC1=NC=C(C=C1)CCCCCC 5-hexylpyridin-2-yl acrylate